COC1=C2C=CC(OC2=CC=C1NC(=O)NC1=CC2=C(NC(=N2)C2=CC=C(C=C2)[N+](=O)[O-])C=C1)(C)C 1-(5-methoxy-2,2-dimethyl-2H-chromen-6-yl)-3-(2-(4-nitrophenyl)-1H-benzo[d]imidazol-5-yl)urea